FC(C(=O)[O-])(C(C(C(C(C(C(C(C(C(C(C(C(C(C(C(C(F)(F)F)(F)F)(F)F)(F)F)(F)F)(F)F)(F)F)(F)F)(F)F)(F)F)(F)F)(F)F)(F)F)(F)F)(F)F)(F)F)F Perfluorostearate